C1(CC1)OC1=NC=CC=C1C=1C=NN2C1N=C(C=C2)N2C[C@@H](CC2)NC(OC(C)(C)C)=O Tert-butyl N-[(3R)-1-[3-[2-(cyclopropoxy)-3-pyridyl]pyrazolo[1,5-a]pyrimidin-5-yl]pyrrolidin-3-yl]carbamate